C(#N)C1=CN(C2=NC(=CC(=C21)C2=C(C(=CC=C2C)O)C)C(=O)N)C(C)C (P)-3-cyano-4-(3-hydroxy-2,6-dimethylphenyl)-1-isopropyl-1H-pyrrolo[2,3-b]pyridine-6-carboxamide